C(CCCCCCCCCCCCCCC(C)C)(=O)O.OCC(O)CO.OCC(O)CO diglycerol monoisostearate